OC(=O)[C@H]1CN(C)[C@@H]2CC3=CNC4=CC=CC(C2C1)=C34 dihydrolysergic acid